N-methyl-2,4-dibromoaniline CNC1=C(C=C(C=C1)Br)Br